(5-(4,4-difluoro-3,3-dimethylbut-1-yn-1-yl)-3,4-dihydroquinolin-1(2H)-yl)-6,7-difluoro-1-methyl-[1,2,4]triazolo[4,3-a]quinazoline FC(C(C#CC1=C2CCCN(C2=CC=C1)C1=NC=2N(C3=CC=C(C(=C13)F)F)C(=NN2)C)(C)C)F